tert-Butyl (3-cyano-7-fluoro-4-(5-fluoro-3-(3-hydroxy-4-(4-methylpiperazin-1-yl)pyrrolidin-1-yl)-7,9-dihydrofuro[3,4-f]quinazolin-6-yl)thieno[3,2-c]pyridin-2-yl)carbamate C(#N)C1=C(SC2=C1C(=NC=C2F)C=2C1=C(C=3C=NC(=NC3C2F)N2CC(C(C2)N2CCN(CC2)C)O)COC1)NC(OC(C)(C)C)=O